CNC1CCOCC1 methyl(tetrahydro-pyran-4-yl)-amine